C(C=C)(=O)N1[C@H](COC2(CC2)C1)C=1C=C(C=C(C1)Cl)C1=CC(=NC=C1)C(=O)NC (S)-4-(3-(7-acryloyl-4-oxa-7-azaspiro[2.5]octan-6-yl)-5-chlorophenyl)-N-methylpicolinamide